C1=CC=CC=2C3=CC=CC=C3N(C12)C1=C(C=CC=C1)C1=CC=C(C=C1)NC=1C(=CC=CC1)C1=CC=CC=C1 N-(2'-(9H-carbazol-9-yl)-[1,1'-biphenyl]-4-yl)-[1,1'-biphenyl]-2-amine